C1(=CC=CC=C1)C1NS(C2=C(N1)C=C1C(=C2)C=CS1)(=O)=O 3-phenyl-3,4-dihydro-2h-thieno[3',2':4,5]benzo[1,2-e][1,2,4]thiadiazine-1,1-dioxide